phenyl-[(4-fluorophenyl) methyl] sulfide C1(=CC=CC=C1)SCC1=CC=C(C=C1)F